((R)-2-methyl-4-(5,6,7,8-tetrahydro-1,8-naphthyridin-2-yl)butyl)-D-homoserine C[C@@H](CN[C@H](CCO)C(=O)O)CCC1=NC=2NCCCC2C=C1